5-(4-fluoro-1H-pyrazol-1-yl)pyridin-3-ol FC=1C=NN(C1)C=1C=C(C=NC1)O